2-(6-((2S,5R)-4-(1-(2-(1-(difluoromethoxy)ethyl)-4-fluorophenyl)ethyl)-2,5-dimethylpiperazin-1-yl)-3,9-dimethyl-2-oxo-3,9-dihydro-2H-purin-8-yl)acetonitrile FC(OC(C)C1=C(C=CC(=C1)F)C(C)N1C[C@@H](N(C[C@H]1C)C=1C=2N=C(N(C2N(C(N1)=O)C)C)CC#N)C)F